OC([C@@]12CCC[C@H]1[C@@H]1CC=C3CCCC[C@]3(C)[C@H]1CC2)(OC2OCCC2)O (1S,3R)-dihydroxy-(20S)-tetrahydrofuryloxy-androstane-5-ene